1-(5-((1-(6-aminopyrimidin-4-yl)-4-methyl-1H-imidazol-2-yl)amino)-4-methylpyridin-2-yl)propan-1-one NC1=CC(=NC=N1)N1C(=NC(=C1)C)NC=1C(=CC(=NC1)C(CC)=O)C